di-tert-butoxyphosphoryloxyethyl (2,5-dioxopyrrolidin-1-yl) carbonate C(OCCOP(=O)(OC(C)(C)C)OC(C)(C)C)(ON1C(CCC1=O)=O)=O